p-vinyl-benzyl-amine C(=C)C1=CC=C(CN)C=C1